6-((R)-2,2-dimethyl-1,3-dioxolan-4-yl)-3-(2-ethoxy-4-fluoro-3-methylphenyl)-4,5-dimethyl-5-(trifluoromethyl)tetrahydrofuran-2-carboxamide CC1(OC[C@H](O1)C1=CC(=C(C(=C1C1C(OC(C1C)(C(F)(F)F)C)C(=O)N)OCC)C)F)C